5'-O-(4,4'-Dimethoxytrityl)-N2-isobutyryl-2'-O-(2-methoxyethyl)guanosine COC1=CC=C(C(C2=CC=C(C=C2)OC)(C2=CC=CC=C2)OC[C@@H]2[C@H]([C@H]([C@@H](O2)N2C=NC=3C(=O)NC(NC(C(C)C)=O)=NC23)OCCOC)O)C=C1